isophorone diisoCyanate O=C=NC1CC(CN=C=O)(CC(C1)(C)C)C